[Si](C)(C)(C(C)(C)C)OCCN1N=CC(=C1)CN1C(=NC2=CC=C(C=C2C1=O)S(=O)(=O)NC1(CC1)C)NC[C@H](C)O 3-[(1-{2-[(tert-butyldimethylsilyl)oxy]ethyl}pyrazol-4-yl)methyl]-2-{[(2S)-2-hydroxypropyl]amino}-N-(1-methylcyclopropyl)-4-oxoquinazoline-6-sulfonamide